tert-butyl 2-(3,6-dihydro-2H-pyran-4-yl)-5-methyl-8-oxo-5,8-dihydro-4H-spiro[furo[3,4-d][1,2,4]triazolo[1,5-a]pyrimidine-7,4'-piperidine]-1'-carboxylate O1CCC(=CC1)C1=NN2C(NC3=C(C2=O)C2(CCN(CC2)C(=O)OC(C)(C)C)OC3C)=N1